C1(=CC=CC=C1)[Si](OCC1=CC=CC=C1)(C1=CC=CC=C1)C1=CC=CC=C1 triphenyl-Phenylmethoxysilane